O=C(NCCOCCOCCOCCNC(OC(C)(C)C)=O)C1=CC2=CC=CC(=C2C=C1)C1=CC=C(C=C1)C(F)(F)F Tert-Butyl (1-oxo-1-(5-(4-(trifluoromethyl)phenyl)naphthalen-2-yl)-5,8,11-trioxa-2-azatridecan-13-yl)carbamate